(2-carboxyethyl)phosphine (R)-3-acetoxy-hexyl-butyrate C(C)(=O)O[C@@H](CCOC(CCC)=O)CCC.C(=O)(O)CCP